(S)-tetrahydro-2H-pyran-3-amine O1C[C@H](CCC1)N